5-bromo-6-fluoro-2-(1-methyl-6-oxo-1,6-dihydropyridazin-3-yl)isoindolin-1-one BrC=1C=C2CN(C(C2=CC1F)=O)C1=NN(C(C=C1)=O)C